(2-Piperidin-1-yl-ethyl)-pyrrolidin-3-ylmethyl-carbamic acid benzyl ester trifluoroacetate salt FC(C(=O)O)(F)F.C(C1=CC=CC=C1)OC(N(CC1CNCC1)CCN1CCCCC1)=O